9-(4-aminophenyl)-2,9-diazaspiro[5.5]undecane-2-carboxylic acid tert-butyl ester C(C)(C)(C)OC(=O)N1CC2(CCC1)CCN(CC2)C2=CC=C(C=C2)N